CC1=NC2=C3C(=C(C=C2C(N1)=O)N1CCOCC1)CCC3 2-methyl-6-morpholino-3,7,8,9-tetrahydro-4H-cyclopenta[H]quinazolin-4-one